((R)-3-(4-chlorophenyl)pyrrolidin-1-yl)(2-fluoro-4-((R)-2-hydroxy-3-(2H-tetrazol-2-yl)propoxy)phenyl)methanone ClC1=CC=C(C=C1)[C@@H]1CN(CC1)C(=O)C1=C(C=C(C=C1)OC[C@@H](CN1N=CN=N1)O)F